(E)-N-((2,6-dichloro-7-fluoroquinolin-3-yl)methylene)-2-methylpropane-2-sulfinamide ClC1=NC2=CC(=C(C=C2C=C1\C=N\S(=O)C(C)(C)C)Cl)F